BrC1=CC=C(N=N1)C=O 6-bromopyridazine-3-carbaldehyde